Bis(4-cyanatophenyl)(methyl)phosphin oxid O(C#N)C1=CC=C(C=C1)P(C)(C1=CC=C(C=C1)OC#N)=O